ClC1=C(C=CC(=C1)[N+](=O)[O-])NS(=O)=O.[Na] sodium N-(2-chloro-4-nitrophenyl)sulfonamide